1-(adamantan-1-ylmethyl)-5-methyl-1H-pyrazol-4-yl-3-(5-methyl-6-(pyrimidin-4-ylamino)pyridazin-3-yl)imidazo[1,2-a]pyridine-8-carboxylate C12(CC3CC(CC(C1)C3)C2)CN2N=CC(=C2C)OC(=O)C=2C=3N(C=CC2)C(=CN3)C=3N=NC(=C(C3)C)NC3=NC=NC=C3